ClC1=CC(=C(C=C1F)C1CCN(CC1)C1=C(C=C(C=C1)C1C(NC(CC1)=O)=O)F)F 3-(4-(4-(4-Chloro-2,5-difluorophenyl)piperidin-1-yl)-3-fluorophenyl)piperidine-2,6-dione